3-(1-acetylazetidin-3-yl)-9-(1-hydroxyethyl)-4,7-dimethyl-3,4-dihydro-5H-pyrazolo[3,4-c]isoquinolin-5-one C(C)(=O)N1CC(C1)N1N=CC2=C1N(C(C=1C=C(C=C(C21)C(C)O)C)=O)C